1-((1S,4S)-5-(4-((4-(cyclopropylmethoxy)-2,3-difluorophenyl)amino)-7-fluoropyrido[3,2-d]pyrimidin-6-yl)-2,5-diazabicyclo[2.2.1]heptan-2-yl)prop-2-en-1-one C1(CC1)COC1=C(C(=C(C=C1)NC=1C2=C(N=CN1)C=C(C(=N2)N2[C@@H]1CN([C@H](C2)C1)C(C=C)=O)F)F)F